C1(CC1)C(=O)NC1=CC=CNN1C 6-(cyclopropanecarboxamido)-N-methylpyridazine